C(C)(C)(C)OC(=O)N1CCC(CC1)C=1N=CC=C2C1NC(=C2)C(=O)OCC ethyl 7-(1-(tert-butoxycarbonyl)piperidin-4-yl)-1H-pyrrolo[2,3-c]pyridine-2-carboxylate